C(OC1=NC=NC(=C1C1=CC=2C(=CN=C(C2)NC(=O)[C@H]2[C@H](C2)F)N1C([2H])([2H])[2H])OC([2H])([2H])[2H])([2H])([2H])[2H] (1S,2S)-N-(2-(4,6-bis(methoxy-d3)pyrimidin-5-yl)-1-(methyl-d3)-1H-pyrrolo[2,3-c]pyridin-5-yl)-2-fluorocyclopropane-1-carboxamide